FC(C1=CC=C(C=C1)S(=O)(=O)N1CC2(CCNCC2)C2=CC(=CC=C12)F)F 1-[4-(difluoromethyl)benzenesulfonyl]-5-fluoro-1,2-dihydrospiro[indole-3,4'-piperidine]